9-(4-chloro-2-fluoro-phenyl)-2,3-dimethyl-7-[(2S)-2-[1-(oxetan-3-yl)pyrazol-4-yl]morpholin-4-yl]pyrimido[1,2-b]pyridazin-4-one ClC1=CC(=C(C=C1)C=1C=2N(N=C(C1)N1C[C@@H](OCC1)C=1C=NN(C1)C1COC1)C(C(=C(N2)C)C)=O)F